COC1=C(C=NC=C1)N(C=1C=NC(=CC1)C(F)(F)F)C1CCN(CC1)C1=NC=C(C=N1)S(=O)(=O)C 4-Methoxy-N-(1-(5-(methylsulfonyl)pyrimidin-2-yl)piperidin-4-yl)-N-(6-(trifluoromethyl)pyridin-3-yl)pyridin-3-amine